ClC=1C(=NC(=NC1)NCC1=CC(=CC=C1)COC)C1=CC2=C(N=C3N2CCCN3C)C(=C1)F 5-chloro-4-(9-fluoro-1-methyl-1,2,3,4-tetrahydrobenzo[4,5]imidazo[1,2-a]pyrimidin-7-yl)-N-(3-(methoxymethyl)benzyl)pyrimidin-2-amine